COC1=CC=2N(C(C(=CN2)C=2C=NC(=CC2)OCC(F)(F)F)=O)C=C1 8-methoxy-3-(6-(2,2,2-trifluoroethoxy)-3-pyridinyl)-4H-pyrido[1,2-a]pyrimidin-4-one